CC(CC(C)C)NNC=1C=CC2=C(NC(=N2)C2=CC=CC=C2)C1 N-(1,3-dimethylbutylamino)-2-phenyl-1H-benzo[d]imidazole-6-amine